3-(3,4-dimethoxyphenyl)-6-{4-[4-(propan-2-yl)piperazin-1-yl]phenyl}-1,2-dihydroquinolin-2-one COC=1C=C(C=CC1OC)C=1C(NC2=CC=C(C=C2C1)C1=CC=C(C=C1)N1CCN(CC1)C(C)C)=O